The molecule is dianion of 4-(4-deoxy-beta-D-gluc-4-enosyluronic acid)-D-galacturonic acid arising from deprotonation of both carboxy groups. It is a carbohydrate acid anion and a dicarboxylic acid dianion. It is a conjugate base of a 4-(4-deoxy-beta-D-gluc-4-enosyluronic acid)-D-galacturonic acid. C1=C(O[C@H]([C@@H]([C@H]1O)O)O[C@@H]2[C@@H]([C@H](C(O[C@@H]2C(=O)[O-])O)O)O)C(=O)[O-]